FC1=C(NC2=NC=CC(=C21)N2CCN(CC2)C(=O)OC(C)(C)C)C=2C=NN(C2)C tert-butyl 4-(3-fluoro-2-(methyl-1H-pyrazol-4-yl)-1H-pyrrolo[2,3-b]pyridin-4-yl)piperazine-1-carboxylate